BrC1=CC=C(C=C1)C(CNC(CP(O)(O)=O)=O)(O)C1=CC=C(C=C1)Cl (2-((2-(4-bromophenyl)-2-(4-chlorophenyl)-2-hydroxyethyl)amino)-2-oxoethyl)phosphonic acid